2-difluoromethoxy-6-(4,4,5,5-tetramethyl-1,3,2-dioxaborolan-2-yl)quinoline FC(OC1=NC2=CC=C(C=C2C=C1)B1OC(C(O1)(C)C)(C)C)F